C[C@@H]1C([C@H](CCC1)C)=C trans-1,3-dimethyl-2-methylenecyclohexane